4-(((6-chloro-1-methyl-1H-pyrazolo[3,4-d]pyrimidin-4-yl)amino)methyl)benzenesulfonamide ClC1=NC(=C2C(=N1)N(N=C2)C)NCC2=CC=C(C=C2)S(=O)(=O)N